BrC1=CC(=C(C(=O)NC(NC2=C(C=CC=C2)C(C)C)=O)C(=C1)F)F 4-Bromo-2,6-difluoro-N-((2-isopropylphenyl)carbamoyl)benzamide